C1C(O1)C(C(C2CO2)O)O 1,6-dianhydromannitol